(1R,2R,4S) and (1S,2S,4R)-4-(tert-Butoxycarbonylamino)-2-ethyl-1-methylcyclopentanecarboxylic acid C(C)(C)(C)OC(=O)N[C@H]1C[C@H]([C@@](C1)(C(=O)O)C)CC |r|